3-(4-acetamidophenyl)-N-(6-methoxy-3-pyridyl)-N-methyl-pyrazolo[1,5-a]pyridine-5-carboxamide C(C)(=O)NC1=CC=C(C=C1)C=1C=NN2C1C=C(C=C2)C(=O)N(C)C=2C=NC(=CC2)OC